[Br-].C(C)OC(=O)C(CCCCCCCCCCCCCC)[N+](C)(C)C [1-(ethoxycarbonyl)pentadecyl]trimethylammonium bromide